[2-[(6-chloro-3-morpholinosulfonyl-4-quinolyl)amino]phenyl]boronic acid ClC=1C=C2C(=C(C=NC2=CC1)S(=O)(=O)N1CCOCC1)NC1=C(C=CC=C1)B(O)O